COC1=CN(C=C1)C(=O)N1CC2=C(C=C(C=C2CC1)C=1C=C2C(=NC1)NC=C2C)[C@H]2NCCC2 ((S)-3-methoxypyrrol-1-yl)(6-(3-methyl-1H-pyrrolo[2,3-b]pyridin-5-yl)-8-((S)-pyrrolidin-2-yl)-3,4-dihydroisoquinolin-2(1H)-yl)methanone